CC(C)[C@@H](C(=O)O)O (S)-(+)-2-hydroxy-3-methylbutanoic acid